methyl (5-isobutyl-4-methyl-3-(4-((2-(trifluoromethyl)-1H-imidazol-1-yl)methyl)phenyl)thiophen-2-yl)sulfonylcarbamate C(C(C)C)C1=C(C(=C(S1)S(=O)(=O)NC(OC)=O)C1=CC=C(C=C1)CN1C(=NC=C1)C(F)(F)F)C